C1(CCC1)C1=NC=CC(=C1F)N 2-cyclobutyl-3-fluoropyridin-4-amine